(1s,4s)-4-(tosyloxy)cyclohexane-1-carboxylic acid ethyl ester C(C)OC(=O)C1CCC(CC1)OS(=O)(=O)C1=CC=C(C)C=C1